tert-butyl (R)-(1-(5-amino-1-(2-((tert-butyldimethylsilyl)oxy)ethyl)-7-fluoro-1H-indazol-4-yl)pyrrolidin-3-yl)carbamate NC=1C(=C2C=NN(C2=C(C1)F)CCO[Si](C)(C)C(C)(C)C)N1C[C@@H](CC1)NC(OC(C)(C)C)=O